4-(1H-indol-3-yl)-7-[(5-morpholino-2-pyridyl)amino]-2,3-dihydropyrrolo[3,4-c]pyridin-1-one N1C=C(C2=CC=CC=C12)C1=NC=C(C2=C1CNC2=O)NC2=NC=C(C=C2)N2CCOCC2